ethyl [(3S)-1-(1'-methyl-2'-oxo-1',2'-dihydrospiro[cyclohexane-1,3'-indol]-4-yl)pyrrolidin-3-yl]carbamate CN1C(C2(C3=CC=CC=C13)CCC(CC2)N2C[C@H](CC2)NC(OCC)=O)=O